N-tetradecyl-2-(3,4-dibenzyloxyphenyl)-3,7-dibenzyloxyquinolin-4-one C(CCCCCCCCCCCCC)N1C(=C(C(C2=CC=C(C=C12)OCC1=CC=CC=C1)=O)OCC1=CC=CC=C1)C1=CC(=C(C=C1)OCC1=CC=CC=C1)OCC1=CC=CC=C1